C(C1=CC=CC=C1)OC=1C=C(N)C=C(C1N1C2CCCC1CC2)F 3-(benzyloxy)-4-(8-azabicyclo[3.2.1]octan-8-yl)-5-fluoroaniline